Benzyl 2,3,4-tri-O-benzyl-6-O-(tert-butyldiphenylsilyl)-β-D-galactopyranosyl-(1->4)-2-acetamido-3,6-di-O-benzyl-2-deoxy-β-D-glucopyranoside C(C1=CC=CC=C1)O[C@H]1[C@@H](O[C@@H]([C@@H]([C@@H]1OCC1=CC=CC=C1)OCC1=CC=CC=C1)CO[Si](C1=CC=CC=C1)(C1=CC=CC=C1)C(C)(C)C)O[C@H]1[C@@H]([C@H]([C@H](OCC2=CC=CC=C2)O[C@@H]1COCC1=CC=CC=C1)NC(C)=O)OCC1=CC=CC=C1